ClC1=CC2=C(C=C1)OCC1=C2N=C(S1)NC(=O)C=1C(=NC=NC1OC)OC N-(8-chloro-4H-chromeno[4,3-d]thiazol-2-yl)-4,6-dimethoxypyrimidine-5-carboxamide